C(C)(=O)S[C@H]1[C@H]2[C@@H]3CC[C@@H](CC)[C@]3(CC[C@@H]2[C@]2(CCC(C=C2C1)=O)C)C 7α-acetylthio-3-oxo-17α-pregn-4-ene